O=C1NC(CCC1C=1C=C(CN2CCC(CC2)N2N=C3C=C(C(=CC3=C2)NC(C2=CN=C(C=C2)C(F)(F)F)=O)OC)C=CC1)=O N-(2-(1-(3-(2,6-dioxopiperidin-3-yl)benzyl)piperidin-4-yl)-6-methoxy-2H-indazol-5-yl)-6-(trifluoromethyl)nicotinamide